FC(C1(CC1)CN)(F)F 1-[1-(trifluoromethyl)cyclopropyl]methylamine